FC1=CC=C(S1)CC[C@]1(CN(CC1)C(C)(C)C=1C=NC(=CC1)C)CNS(=O)(=O)N(C)C |o1:8| (S or R)-((3-(2-(5-fluoro-thiophen-2-yl)ethyl)-1-(2-(6-methylpyridin-3-yl)propan-2-yl)pyrrolidin-3-yl)methyl)sulfamoyl-dimethyl-amine